3-(2-((3R,5S)-3,5-dimethylpiperazin-1-yl)-1,1-difluoro-2-oxoethyl)-4-fluoro-N-(4-fluoro-3-methylphenyl)benzamide C[C@@H]1CN(C[C@@H](N1)C)C(C(F)(F)C=1C=C(C(=O)NC2=CC(=C(C=C2)F)C)C=CC1F)=O